OC(C)(C)C1=CC=C(C=N1)C1=CN=C2C(=N1)N(C(CN2)=O)C[C@@H]2CC[C@@H](CC2)OC 7-(6-(2-hydroxypropan-2-yl)pyridin-3-yl)-1-((cis-4-methoxycyclohexyl)methyl)-3,4-dihydropyrazino[2,3-b]pyrazin-2(1H)-one